5-fluoro-N-(4-methyl-1,2-oxazol-5-yl)-4-(3-oxo-5,6,7,8-tetrahydro[1,2,4]triazolo[4,3-a]pyridin-2(3H)-yl)-2-{[(2S)-1,1,1-trifluoropropan-2-yl]oxy}benzamide FC=1C(=CC(=C(C(=O)NC2=C(C=NO2)C)C1)O[C@H](C(F)(F)F)C)N1N=C2N(CCCC2)C1=O